4-nitrobenzenedicarboxylic anhydride [N+](=O)([O-])C=1C=C2C(=CC1)C(=O)OC2=O